C(CCC)N(CCCCN)CCCC N,N-dibutyl-1,4-butylenediamine